dihydroxymethyl terephthalate C(C1=CC=C(C(=O)[O-])C=C1)(=O)OC(O)O